CC1C(N(CCC1)[C@H]1CNCCC1)=O (3'R)-3-methyl-2-oxo-[1,3'-bipiperidine]